ClC1=C(C=C(C=C1)NC(=O)N1[C@H]2CC[C@H](C[C@@]1(C2)C=2OC(=NN2)C)C)C2=NN(C=N2)C (1R,3R,6S)-N-(4-chloro-3-(1-methyl-1H-1,2,4-triazol-3-yl)phenyl)-3-methyl-1-(5-methyl-1,3,4-oxadiazol-2-yl)-7-azabicyclo[4.1.1]octane-7-carboxamide